CC1=C(C=2CN[C@@H]3CCC4=C([C@H]3C2C=C1)C=C(C(=C4)Br)O)C (6aR,12bS)-(+)-3,4-dimethyl-10-bromo-11-hydroxy-5,6,6a,7,8,12b-hexahydrobenzo[a]phenanthridine